NC1(COC1)C=1C=C(C(=NC1)[C@H]1C[C@H](C1)C1=NN2C(=NC=3C(=CC=CC3C2=N1)OC)N)C 2-{cis-3-[5-(3-aminooxetan-3-yl)-3-methylpyridin-2-yl]cyclobutyl}-7-methoxy[1,2,4]triazolo[1,5-c]quinazolin-5-amine